C1(CC1)C(=O)NC1=NC=C(C(=O)NOCC)C(=C1)NC1=C(C=C(C=C1)C1CC1)N(S(=O)(=O)C)C 6-(Cyclopropanecarboxamido)-4-((4-cyclopropyl-2-(N-methylmethanesulfonamido)phenyl)amino)-N-ethoxynicotinamide